1,4-bis(2-cyanoethoxy)butane C(#N)CCOCCCCOCCC#N